(S)-3-(1-aminoethyl)-7-fluoro-2-(1H-pyrazol-3-yl)isoquinolin-1(2H)-one N[C@@H](C)C=1N(C(C2=CC(=CC=C2C1)F)=O)C1=NNC=C1